N,N-di-n-butyl-fumaric acid amide C(CCC)N(C(\C=C\C(=O)O)=O)CCCC